bromine (4-chloro-3-fluorophenyl)magnesium ClC1=C(C=C(C=C1)[Mg])F.[Br]